N1(CCN(CCCNCCC1)CC=1C(=C(C=C(C1)C)C(=O)NCP(O)(O)=O)O)CC=1C(=C(C=C(C1)C)C(=O)NCP(O)(O)=O)O {1,4,8-triazacycloundecane-1,4-diylbis[methylene(2-hydroxy-5-methyl-3,1-phenylene)carbonylazanediylmethylene]}bis(phosphonic acid)